sodium N-methyl-N-palmitoyl taurate CCCCCCCCCCCCCCCC(=O)N(C)CCS(=O)(=O)[O-].[Na+]